ClC1=CC=C(C=C1)[C@@]1(N(C(C2=CC(=CC=C12)C(CO)(C)O)=O)[C@@H](C)C1=CC=C(C=C1)Cl)OCC1(CC1)CO (3R)-3-(4-Chlorophenyl)-2-[(1S)-1-(4-chlorophenyl)ethyl]-6-(1,2-dihydroxypropan-2-yl)-3-{[1-(hydroxymethyl)cyclopropyl]methoxy}-2,3-dihydro-1H-isoindol-1-on